OC1CCC(CC1)C(=O)NC1CC(C1)CCCC1=CC=CC=C1 (1r,4r)-4-hydroxy-N-(3-(3-phenylpropyl)cyclobutyl)cyclohexane-1-carboxamide